4-chloro-2-iodo-3-(3-((tetrahydro-2H-pyran-2-yl)oxy)propoxy)benzonitrile ClC1=C(C(=C(C#N)C=C1)I)OCCCOC1OCCCC1